[Co+2].[Ni+2].[O-2].[La+3] lanthanum oxide nickel cobalt